BrC=1C=C(C=NC1Cl)S(=O)(=O)NC1(CC1)C 5-bromo-6-chloro-N-(1-methylcyclopropyl)pyridin-3-sulfonamide